C(#N)C=1C=C2C(=NC1)N(C=C2)C2=NC=C(C(=O)NC[C@H](C(C)(C)OC([2H])([2H])[2H])F)C(=C2)NC(C)C (R)-6-(5-cyano-1H-pyrrolo[2,3-b]pyridin-1-yl)-N-(2-fluoro-3-trideuteromethoxy-3-methylbutyl)-4-(isopropylamino)nicotinamide